1-(benzofuran-2-yl(1-(tert-butyl)-1H-tetrazol-5-yl)methyl)-4-(4-methoxyphenyl)piperidine O1C(=CC2=C1C=CC=C2)C(N2CCC(CC2)C2=CC=C(C=C2)OC)C2=NN=NN2C(C)(C)C